N=1N=C(NC1)C1CN(CC1)C(=O)N1CC(C1)C1=CC=C(C=C1)N1CC(C1)OCC(F)(F)F (+)-[3-(4H-1,2,4-Triazol-3-yl)pyrrolidin-1-yl]-[3-[4-[3-(2,2,2-trifluoroethoxy)azetidin-1-yl]phenyl]azetidin-1-yl]methanone